C(#N)C=1C=C(C(=O)Br)C=CC1 m-cyanobenzoyl bromide